2-Chloro-5-({[(1-hydroxycyclopropyl)carbonyl]amino}methyl)-N-{1-[4-methoxy-3-(trifluoromethyl)phenyl]-1H-indazol-4-yl}benzamide ClC1=C(C(=O)NC2=C3C=NN(C3=CC=C2)C2=CC(=C(C=C2)OC)C(F)(F)F)C=C(C=C1)CNC(=O)C1(CC1)O